3-(Pyrazin-2-ylsulfanyl)pyridazine-4-carbonitrile N1=C(C=NC=C1)SC=1N=NC=CC1C#N